FC1=CC=C(C=C1)N1N=NC(=C1C1=CC=NC=C1)C(=O)N1CCN(CC1)C (1-(4-fluorophenyl)-5-(pyridin-4-yl)-1H-1,2,3-triazol-4-yl)(4-methylpiperazin-1-yl)methanone